ClCC(=O)N=S(=O)(C)C 2-chloro-N-(dimethyl(oxo)-sulfaneylidene)acetamide